2-{3-[(1R)-1-aminoethyl]-5-fluorophenyl}-2,2-difluoroethan-1-ol N[C@H](C)C=1C=C(C=C(C1)F)C(CO)(F)F